C(C)C=1N=C2N(C=C(C=C2F)N2CCN(CC2)CC(=O)N2CC(C2)O)C1N(C)C=1SC=C(N1)C1=CC=C(C=C1)F 2-(4-(2-ethyl-8-fluoro-3-((4-(4-fluorophenyl)thiazol-2-yl)(methyl)amino)imidazo[1,2-a]pyridin-6-yl)piperazin-1-yl)-1-(3-hydroxyazetidin-1-yl)ethanone